FC1(C[C@H]([C@H](N(C1)C(=O)OCC1=CC=CC=C1)CNC1=NC=C(C=N1)C(F)(F)F)C)F (2S,3R)-benzyl 5,5-difluoro-3-methyl-2-(((5-(trifluoromethyl)pyrimidin-2-yl)amino)methyl)piperidine-1-carboxylate